O=C(C(=O)N[C@@H](C)C(=O)OC)[C@H]1N(CCC1)C(CNC(=O)C1=CC=NC2=CC=CC=C12)=O Methyl (2-oxo-2-((S)-1-((quinoline-4-carbonyl)glycyl)pyrrolidine-2-yl)acetyl)alaninate